4-(4-(1H-indol-3-yl)thiophen-2-yl)-N-hydroxyl-4-oxobutanamide N1C=C(C2=CC=CC=C12)C=1C=C(SC1)C(CCC(=O)NO)=O